7-(6-Aminopyridin-3-yl)-2,7-diazaspiro[3.5]nonane-2-carboxylic acid tert-butyl ester C(C)(C)(C)OC(=O)N1CC2(C1)CCN(CC2)C=2C=NC(=CC2)N